6-(4-chloro-phenyl)-2-naphthalene-2-yl-benzooxazole ClC1=CC=C(C=C1)C1=CC2=C(N=C(O2)C2=CC3=CC=CC=C3C=C2)C=C1